sodium 3-fluorobenzenesulfinate FC=1C=C(C=CC1)S(=O)[O-].[Na+]